N-(tert-butyl)-3-(4-methylene-5'-(methylsulfonamido)spiro[cyclohexane-1,3'-indoline]-1'-carbonyl)benzenesulfonamide C(C)(C)(C)NS(=O)(=O)C1=CC(=CC=C1)C(=O)N1CC2(C3=CC(=CC=C13)NS(=O)(=O)C)CCC(CC2)=C